ClC1=C(C(=O)NC2(CC3(C2)CC(C3)(F)F)C(=O)NNC3=CC=C(C=C3)[N+](=O)[O-])C(=CC=N1)C(F)(F)F 2-chloro-N-(6,6-difluoro-2-(2-(4-nitrophenyl)hydrazine-1-carbonyl)spiro[3.3]hept-2-yl)-4-(trifluoromethyl)nicotinamide